N-[(2E)-3-[imino(oxo)(3-phenoxyphenyl)-λ6-sulfanyl]prop-2-en-1-yl]-2-oxo-1,2,5,6,7,8-hexahydroquinoline-3-carboxamide N=S(/C=C/CNC(=O)C=1C(NC=2CCCCC2C1)=O)(C1=CC(=CC=C1)OC1=CC=CC=C1)=O